N-(4-(2-(((1r,4r)-4-amino-cyclohexyl)amino)-7-methyl-quinazolin-6-yl)-2-fluorophenyl)-2-chlorobenzene-sulfonamide NC1CCC(CC1)NC1=NC2=CC(=C(C=C2C=N1)C1=CC(=C(C=C1)NS(=O)(=O)C1=C(C=CC=C1)Cl)F)C